C(#N)C1(CC1)NS(=O)(=O)C=1C=C(C=2N(C1)C(=CN2)C=2SC(=NN2)C(F)F)N2C[C@H](N[C@@H](C2)C)COC(F)F |o1:28,30| rel-N-(1-cyanocyclopropyl)-8-((3S,5R)-3-((difluoromethoxy)methyl)-5-methylpiperazin-1-yl)-3-(5-(difluoromethyl)-1,3,4-thiadiazol-2-yl)imidazo[1,2-a]pyridine-6-sulfonamide